N,N-dimethyl-N-propyl-N-heptyl-ammonium C[N+](CCCCCCC)(CCC)C